(1,3-dimethyl-2-(o-tolyl)-1H-indol-5-yl)methanamine CN1C(=C(C2=CC(=CC=C12)CN)C)C1=C(C=CC=C1)C